OCC#CCNC(OC(C)(C)C)=O tertbutyl (4-hydroxybut-2-yn-1-yl)carbamate